BrC1=CC=C(C=C1)CCNC1=C(C=C(C(=O)N)C=C1[N+](=O)[O-])OC 4-((4-bromophenylethyl)amino)-3-methoxy-5-nitrobenzamide